4-((4-([1,2,4]triazolo[1,5-a]pyridin-7-yloxy)-3-methylphenyl)amino)-6-bromoquinoline-3-carbonitrile N=1C=NN2C1C=C(C=C2)OC2=C(C=C(C=C2)NC2=C(C=NC1=CC=C(C=C21)Br)C#N)C